FC1=C(C(=O)O)C=CC=C1N(C(C1=CC(=C(C=C1)C#N)C)=O)CC1CC1 2-Fluoro-3-[N-(cyclopropylmethyl)-3-methyl-4-cyanobenzamido]benzoic acid